C1C(O1)CN(CC1CO1)CC1CO1 tris[(2-epoxyethyl)methyl]amine